Cl.NC1=CC2=C(SC(CN2C(=O)C2=CC=CC=C2)C)C=C1 (6-amino-2-methyl-2,3-dihydro-4H-benzo[b][1,4]thiazin-4-yl)(phenyl)methanone hydrochloride